OC1=C(C(=CC(=C1)C(C)(CCCCCC)C)O)[C@@H]1C=C(CC[C@H]1C(=C)C)C(=O)O (1R,6R)-2',6'-dihydroxy-4'-(2-methyl-Octan-2-yl)-6-(prop-1-en-2-yl)-1,4,5,6-tetrahydro-[1,1'-biphenyl]-3-carboxylic acid